arginyl-beta-hydroxybutyrate N[C@@H](CCCNC(N)=N)C(=O)OC(CC(C)O)=O